1-(5-((1-(oxetan-3-yl)piperidin-4-yl)methyl)pyrazolo[1,5-a]pyridin-3-yl)dihydropyrimidine-2,4(1H,3H)-dione O1CC(C1)N1CCC(CC1)CC1=CC=2N(C=C1)N=CC2N2C(NC(CC2)=O)=O